C1(C(=O)OCCCCCCCO1)=O 5-heptylene oxalate